N-((4S,5S)-3-(3-cyano-1,1-dioxidothiomorpholine-4-carbonyl)-4-cyclopropyl-7-ethyl-6-oxo-1-phenyl-4,5,6,7-tetrahydro-1H-pyrazolo[3,4-b]pyridin-5-yl)-3-(trifluoromethyl)benzamide C(#N)C1N(CCS(C1)(=O)=O)C(=O)C1=NN(C=2N(C([C@H]([C@H](C21)C2CC2)NC(C2=CC(=CC=C2)C(F)(F)F)=O)=O)CC)C2=CC=CC=C2